NC1=NC(=C2C(=N1)N(N=C2)CC2=CC(=C(C=C2)[N+](=O)[O-])C)C2=CC(=NC=C2)C#N 4-[6-amino-1-[(3-methyl-4-nitro-phenyl)methyl]pyrazolo[3,4-d]pyrimidine-4-yl]pyridine-2-carbonitrile